(1s,3s)-3-((5-(imidazo[1,2-a]pyridin-6-yl)-7H-pyrrolo[2,3-d]pyrimidin-2-yl)amino)-1-methylcyclobutan-1-ol N=1C=CN2C1C=CC(=C2)C2=CNC=1N=C(N=CC12)NC1CC(C1)(O)C